N-(3-(3-aminopropoxy)propyl)-2-((2-(2,6-dioxopiperidin-3-yl)-1,3-dioxoisoindolin-4-yl)oxy)acetamide trifluoroacetate salt FC(C(=O)O)(F)F.NCCCOCCCNC(COC1=C2C(N(C(C2=CC=C1)=O)C1C(NC(CC1)=O)=O)=O)=O